zinc fluoride salt [F-].[Zn+2].[F-]